3-phenyl-5-thiophen-2-yl-1,2,4-oxadiazole C1(=CC=CC=C1)C1=NOC(=N1)C=1SC=CC1